CN(C1=CC=C(C=C1)N1C(C=2C(C1=O)=CC=CC2)=O)C N-(4-dimethylaminophenyl)phthalimide